tributyl-methyl-ammonium chloride salt [Cl-].C(CCC)[N+](C)(CCCC)CCCC